O=C1N(CC=2N(C1)C=CN2)CC2CCN(CC21CCCC1)C(=O)OC(C)(C)C tert-Butyl 10-((6-oxo-5,6-dihydroimidazo[1,2-a]pyrazin-7(8H)-yl)methyl)-7-azaspiro[4.5]decane-7-carboxylate